4-(1-Ethyl m-methylphenyl-1,2,3,6-tetrahydropyridin-4-yl)-1H-benzo[d]imidazole-5-carboxylate C(C)C1(CC=CC=C1)N1CC(C(=CC1)C1=C(C=CC=2NC=NC21)C(=O)[O-])C